CC=1C=C2C=NN(C2=CC1OC1CCCC=2C=C(C=NC12)C#N)C=1C=NN(C1)CC1CN(C1)C 8-((5-Methyl-1-(1-((1-methylazetidin-3-yl)methyl)-1H-pyrazol-4-yl)-1H-indazol-6-yl)oxy)-5,6,7,8-tetrahydroquinoline-3-carbonitrile